1-((1H-indol-5-yl)sulfonyl)-N-(4-(tert-butyl)-3-fluorophenyl)-1H-pyrrole-3-carboxamide N1C=CC2=CC(=CC=C12)S(=O)(=O)N1C=C(C=C1)C(=O)NC1=CC(=C(C=C1)C(C)(C)C)F